CN1C(=CC(=C1)[N+](=O)[O-])C(=O)N1CCN(CC1)C1=CC=C(C=C1)C(F)(F)F (1-Methyl-4-nitro-1H-pyrrol-2-yl){4-[4-(trifluoromethyl)phenyl]piperazin-1-yl}methanone